CC(CCCCCCCCC(=O)[O-])CCCCCCCC 10-methylstearate